C(C)(C)(C)OC(=O)N1C2CC(C(C1)C2)OS(=O)(=O)C 5-((methylsulfonyl)oxy)-2-azabicyclo[2.2.1]Heptane-2-carboxylic acid tert-butyl ester